[Cl-].S1C2=C(C=C1)C(=CC=C2)N2CC[N+](CC2)(CCCCOC2=CC=C1C=CC(NC1=C2)=O)COC(CCC)=O 4-(benzo[b]thiophen-4-yl)-1-(butyryloxymethyl)-1-(4-(2-oxo-1,2-dihydroquinolin-7-yloxy)butyl)piperazin-1-ium chloride